C(C1=CC=CC=C1)OC([C@@H](N)CC(=O)O)=O L-aspartic acid-benzyl ester